(Z)-5-(benzo[d][1,3]dioxol-5-ylmethylene)-1-(4-methoxyphenyl)pyrimidine-2,4,6(1H,3H,5H)-trione O1COC2=C1C=CC(=C2)\C=C/2\C(NC(N(C2=O)C2=CC=C(C=C2)OC)=O)=O